(S)-1-cyclopropyl-6-fluoro-7-(4-(2-(2-(3-hydroxy-2-methyl-4-carbonylpyridin-1-yl)-3-methylbutoxy)-2-carbonylethyl)piperazin-1-yl)-4-carbonyl-1,4-dihydroquinoline-3-carboxylic acid C1(CC1)N1C=C(C(C2=CC(=C(C=C12)N1CCN(CC1)CC(=C=O)OC[C@H](C(C)C)N1C(=C(C(C=C1)=C=O)O)C)F)=C=O)C(=O)O